CC1(C=CC(O1)=O)C 5,5-dimethyl-2(5H)-furanone